3-(3-(piperidin-4-yl)phenoxy)piperidine-2,6-dione N1CCC(CC1)C=1C=C(OC2C(NC(CC2)=O)=O)C=CC1